6,7-difluoro-3-(5-oxo-4-oxo-6-azaspiro[2.4]heptan-6-yl)benzo[d]isoxazole-5-carbaldehyde FC1=C(C2=C(C(=NO2)N2C(C(C3(CC3)C2)=O)=O)C=C1C=O)F